C(CC)(=O)OC1(C(N(C(=C1CC(=O)OCC)C1=CC=C(C=C1)F)C1=CC=C(C=C1)C(C)(C)C)=O)C 1-(4-tert-butylphenyl-4-(2-ethoxy-2-oxoethyl)-5-(4-fluorophenyl)-3-methyl-2-oxo-2,3-dihydro-1H-pyrrol-3-yl) propionate